OCC=1C(NC(NC1)=O)=O 5-(monohydroxymethyl)-uracil